FC(C=1C(=C(C=CC1)[C@@H](C)NC1=CN=NC2=CC=C(C=C12)N1C[C@@H](CCC1)OC)F)F N-((R)-1-(3-(difluoromethyl)-2-fluorophenyl)ethyl)-6-((R)-3-methoxypiperidin-1-yl)cinnolin-4-amine